C(C)C1COC2=CC(=CC=C2C1=O)O[C@@H](C1=CC=NC=C1)C1=C(C(=O)N)C=CC=C1 ((S)-((3-ethyl-4-oxochroman-7-yl)oxy)(pyridin-4-yl)methyl)benzamide